FC1=C(C=C(C=C1NS(=O)(=O)CCC)F)C=1C(=NN(C1)C1=CC=C(C=C1)N1CCN(CC1)C(=O)OC(C)(C)C)C1=CC=NC=C1 tert-butyl 4-(4-{4-[2,5-difluoro-3-(propane-1-sulfonamido)phenyl]-3-(pyridin-4-yl)pyrazol-1-yl}phenyl)piperazine-1-carboxylate